ClC1=C(OC2=C1C=C(C=C2C(SCC[Si](C)(C)C)=O)F)CNC(=O)C=2C=NN1C2N=CC=C1 S-(2-(trimethylsilyl)ethyl) 3-chloro-5-fluoro-2-((pyrazolo[1,5-a]pyrimidine-3-carboxamido)methyl)benzofuran-7-carbothioate